C1(CCCCC1)C=1C=C(C=CC1)NC1=CC=2CC3=CC=CC=C3C2C=C1 N-(3-cyclohexylphenyl)-9H-fluoren-2-amine